CC(C)(C)C1=CC2=C(C=C1)OC(=N2)C3=CC=C(S3)C4=NC5=C(O4)C=CC(=C5)C(C)(C)C 2,5-bis-(5-tert-butyl-2-benzoxazol-2-yl)thiophene